NC1=CC=C(C=C1)N1[C@H](O[C@@H](C1=O)C)C=1C(=NN(C1)C1=CC=C(C=C1)Br)C1=CNC=C1 (2R,5R)-3-(4-aminophenyl)-2-(1-(4-bromophenyl)-3-(1H-pyrrol-3-yl)-1H-pyrazol-4-yl)-5-methyloxazolidin-4-one